4-(4-(2-(3-methoxyphenyl)acetyl)-3,4-dihydro-2H-pyrido[4,3-b][1,4]oxazin-8-yl)benzonitrile COC=1C=C(C=CC1)CC(=O)N1C2=C(OCC1)C(=CN=C2)C2=CC=C(C#N)C=C2